N-(3-(4-cyclohexylphenyl)propyl)-6-methyl-2-(trifluoromethyl)thieno[2,3-d]pyrimidin-4-amine C1(CCCCC1)C1=CC=C(C=C1)CCCNC=1C2=C(N=C(N1)C(F)(F)F)SC(=C2)C